((1S,4R)-4-(2-amino-6-chloro-9H-purin-9-yl)cyclopent-2-en-1-yl)methanol hydrochloride Cl.NC1=NC(=C2N=CN(C2=N1)[C@H]1C=C[C@H](C1)CO)Cl